NC1=NC=C(C(=N1)N)CN1CCC2=CC(=CC=C12)C1=CC=CC2=C1OCCN2C 8-(1-((2,4-diaminopyrimidin-5-yl)methyl)indolin-5-yl)-4-methyl-2H-benzo[b][1,4]oxazin